[1-(hydroxymethyl)cyclobutyl]methyl (8S)-5-(7H-pyrrolo[2,3-d]pyrimidin-4-yl)-5-azaspiro[2.5]octane-8-carboxylate N1=CN=C(C2=C1NC=C2)N2CC1(CC1)[C@H](CC2)C(=O)OCC2(CCC2)CO